3-(diethylamino)propanol C(C)N(CCCO)CC